C(C)(C)(C)C1=CN=C(S1)NC(=O)NC1=C(C=C(C=C1)OC1=CC=NC=2NC(CCC12)=O)SC 1-(5-(tert-butyl)thiazol-2-yl)-3-(2-(methylthio)-4-((7-oxo-5,6,7,8-tetrahydro-1,8-naphthyridin-4-yl)oxy)phenyl)urea